(1S,3R,4S)-N-((S)-1-cyano-2-((S)-2-oxopiperidin-3-yl)ethyl)-2-((S)-3-cyclopropyl-2-((5-methylpyridin-3-yl)amino)propanoyl)-5,5-difluoro-2-azabicyclo[2.2.2]octane-3-carboxamide C(#N)[C@H](C[C@H]1C(NCCC1)=O)NC(=O)[C@@H]1N([C@@H]2CC([C@H]1CC2)(F)F)C([C@H](CC2CC2)NC=2C=NC=C(C2)C)=O